ClC1=C2C(=NC=3C=CC(=CC13)OC1=C(C=CC=C1)OC)CCC2 9-chloro-7-(2-methoxyphenoxy)-1H,2H,3H-cyclopenta[b]quinoline